C(=O)(O)C1CC2=CC(=CC=C2CC1)OC1=C(C=CC=C1)C1=CC=C(C=C1)Cl 2-carboxy-7-((4'-chloro-[1,1'-biphenyl]-2-yl)oxy)-1,2,3,4-tetrahydronaphthalene